3-((6-bromopyridin-3-yl)oxy)-2-hydroxypropionic acid tert-butyl ester C(C)(C)(C)OC(C(COC=1C=NC(=CC1)Br)O)=O